FC1=C2C=C(NC2=CC(=C1)F)C(=O)NC1CC[Si]2(CCCC2)CC1 4,6-difluoro-N-(5-silaspiro[4.5]decan-8-yl)-1H-indole-2-carboxamide